BrC1=CC=C2C=CN(C2=C1F)C(=O)OC(C)(C)C tert-Butyl 6-bromo-7-fluoro-1H-indole-1-carboxylate